4-ethyl-3,3-dimethyl-6-(2-methyl-4-(4H-1,2,4-triazol-3-yl)phenyl)-3,4-dihydropyrazino[2,3-b]pyrazin-2(1H)-one C(C)N1C(C(NC2=NC=C(N=C21)C2=C(C=C(C=C2)C2=NN=CN2)C)=O)(C)C